NC1=C(SC2=NC(=CC=C21)C)C(=O)N[C@H]2COC1=C(C2)C=CC(=C1)N1CC2(COC2)[C@@H](C1)N 3-amino-N-[(3R)-7-[(8S)-8-amino-2-oxa-6-azaspiro[3.4]octan-6-yl]-3,4-dihydro-2H-1-benzopyran-3-yl]-6-methylthieno[2,3-b]pyridine-2-carboxamide